C(C)OC1=CC=C(C#N)C=C1 4-Ethoxybenzonitrile